5-(2-chloro-4-(1-cyclobutoxy-1-phenyl-2-((tetrahydro-2H-pyran-2-yl)oxy)ethyl)quinazolin-6-yl)-1,3-dimethylpyridine-2(1H)-one ClC1=NC2=CC=C(C=C2C(=N1)C(COC1OCCCC1)(C1=CC=CC=C1)OC1CCC1)C=1C=C(C(N(C1)C)=O)C